C(=O)(OCC1=CC=CC=C1)N1[C@@H](CCC1)C(=O)O N-Cbz-L-prolyl alcohol